(3E)-18,18-diethoxy-1,3-octadecadiene C(C)OC(CCCCCCCCCCCCC/C=C/C=C)OCC